F[C@H]1[C@@H](CN(CC1)C1=NC2=C(N1CC1=NC=C(C=N1)F)C=CC(=C2)F)N (3R,4R)-4-fluoro-1-(5-fluoro-1-((5-fluoro-2-pyrimidinyl)methyl)-1H-benzimidazol-2-yl)-3-piperidinamine